C1(CC1)[C@H](C1=CC=2N(N=C1)C=C(N2)[C@@H](NC(=O)C2=NON=C2C)C2CCC(CC2)(F)F)NC(=O)[C@@H]2[C@H](CC2)F |o1:34,35| N-((S)-(7-((R)-Cyclopropyl((1R*,2S*)-2-fluorocyclobutane-1-carboxamido)methyl)imidazo[1,2-b]pyridazin-2-yl)(4,4-difluorocyclohexyl)methyl)-4-methyl-1,2,5-oxadiazole-3-carboxamide